8-amino-3-(2-((tert-butyldiphenylsilyl)oxy)ethyl)-1,3,4,5-tetrahydro-2H-benzo[d]azepin-2-one NC=1C=CC2=C(CC(N(CC2)CCO[Si](C2=CC=CC=C2)(C2=CC=CC=C2)C(C)(C)C)=O)C1